C1(CCCCC1)N1/C(/SC(C1=O)=CC1=CC2=C(C=CC=C2C=C1OC)OC)=N/C1=CC=C(C=C1)S(=O)(=O)N 4-(((2Z)-3-cyclohexyl-5-((3,8-dimethoxynaphthalene-2-yl)methylene)-4-oxothiazolidin-2-ylidene)amino)benzenesulphonamide